N-((3R,4S)-1-acetyl-3-((((1s,4S)-4-(1-methyl-1H-indazol-5-yl)cyclohexyl)oxy)methyl)piperidin-4-yl)methanesulfonamide C(C)(=O)N1C[C@H]([C@H](CC1)NS(=O)(=O)C)COC1CCC(CC1)C=1C=C2C=NN(C2=CC1)C